C(C)(C)(C)C=1SC(=CN1)C(=O)NCC1=C(C=C(C=C1)C1=NC(=NC=C1)NC1CCOCC1)C (tert-butyl)-N-(2-methyl-4-(2-((tetrahydro-2H-pyran-4-yl)amino)pyrimidin-4-yl)benzyl)thiazole-5-carboxamide